2-chloroacetylaminoethane ClCC(=O)NCC